(S)-2-amino-5-(2-amino-1H-imidazol-1-yl)-N-((3S,4S)-28-chloro-3-methyl-5,15-dioxo-10,19,22-trioxa-6,16-diazaoctacosan-4-yl)pentanamide N[C@H](C(=O)N[C@@H]([C@H](CC)C)C(NCCCOCCCCC(NCCOCCOCCCCCCCl)=O)=O)CCCN1C(=NC=C1)N